C1N(CCC2=CC=CC=C12)C[C@@H](CNC(=O)C=1N=C2N(CC(CC2)NS(=O)C2=CC=CC=C2)C1)O N-((R)-3-(3,4-Dihydroisoquinolin-2(1H)-yl)-2-hydroxypropyl)-6-(phenylsulfinylamino)-5,6,7,8-tetrahydroimidazo[1,2-a]pyridine-2-carboxamide